cetyl acrylate (cetyl acrylate) C(CCCCCCCCCCCCCCC)C(C(=O)O)=C.C(C=C)(=O)OCCCCCCCCCCCCCCCC